F[Sb-](F)(F)(F)(F)F hexafluoroantimony (1-)